C(C1=CC=CC=C1)OC=1C(=NC(=CC1)C#CCCN1CCC(CC1)NC(=O)OC(C)(C)C)C(=O)OC Methyl 3-(benzyloxy)-6-(4-(4-((tert-butoxycarbonyl)amino)piperidin-1-yl)but-1-yn-1-yl)picolinate